3-ethyl-4-methyl-5-(2-((5-(4-methylpiperazin-1-yl)pyridin-2-yl)amino)pyrimidin-4-yl)thiazol-2(3H)-one C(C)N1C(SC(=C1C)C1=NC(=NC=C1)NC1=NC=C(C=C1)N1CCN(CC1)C)=O